C(C)(C)C1=NC2=C3N=C(C=C(C3=CC=C2C(=C1)C1=CC=CC=C1)C1=CC=CC=C1)C(C)C 2,9-diisopropyl-4,7-diphenylphenanthroline